FC1(CN(CC1)C1(C(CC1)(C)C)N)F (3,3-difluoropyrrolidin-1-yl)-2,2-dimethylcyclobutan-1-amine